O1COC=2C=CC=COC(C=CC=CC21)=O [1,3]dioxolo[4,5-f][1]oxacyclododecin-9-one